N-(3-(2-chloro-6-methylphenyl)-1-methyl-2-oxo-1,2-dihydro-1,6-naphthyridin-7-yl)cyclopropanecarboxamide ClC1=C(C(=CC=C1)C)C=1C(N(C2=CC(=NC=C2C1)NC(=O)C1CC1)C)=O